O=C(C(=O)[O-])CCSC α-oxo-γ-methylthio-butyrate